NC1=NC(=CC(=N1)Cl)C 2-Amino-4-chloro-6-methyl-pyrimidine